FC([C@H]1[C@@H](NCC1)C(=O)N1CCC2(CN(C2)C=2N=CN=NC2OC2=C(C(=O)N(C(C)C)CC)C=C(C=C2)F)CC1)F [(5-{7-[trans-3-(difluoromethyl)pyrrolidine-2-carbonyl]-2,7-diazaspiro[3.5]nonan-2-yl}-1,2,4-triazin-6-yl)oxy]-N-ethyl-5-fluoro-N-(propan-2-yl)benzamide